C(C1=CC=CC=C1)N1CCC(CC1)(CCC)CNC(OC(C)(C)C)=O tert-butyl ((1-benzyl-4-propylpiperidin-4-yl)methyl)carbamate